C(CCCCCCC)N1C(NC2(C1=O)CC(NC(C2)(C)C)(C)C)=O 3-n-octyl-7,7,9,9-tetra-methyl-1,3,8-triazaspiro[4.5]decane-2,4-dione